OCCNC(C1=CN=C(C=C1)COC1=NN2C(C3=CC=CC=C13)=NN=C2C2=NOC(=C2)CO)=O N-(2-Hydroxyethyl)-6-(((3-(5-(hydroxymethyl)isoxazol-3-yl)-[1,2,4]triazolo[3,4-a]phthalazin-6-yl)oxy)methyl)nicotinamid